O=C1NC(CCC1N1C(N(C2=C1C=CC=C2)C)=O)=O 1-(2,6-dioxopiperidin-3-yl)-3-methyl-2-oxo-2,3-dihydro-1H-benzoimidazole